FC=1C=C(C=C(C1)F)NC(=O)C=1C(=CC=2N(C1)C=C(N2)C2CCOCC2)OC N-(3,5-difluorophenyl)-7-methoxy-2-(tetrahydro-2H-pyran-4-yl)imidazo[1,2-a]pyridine-6-carboxamide